CC1=C[C@H]([C@@H](CC1)C(=C)C)C1=C(C=C(C=C1O)CCCCC)O 2-[(1R,6R)-3-methyl-6-(prop-1-en-2-yl)cyclohex-2-en-1-yl]-5-pentylbenzene-1,3-diol